C(C1=CC=CC=C1)OC(=O)N1[C@H](C[C@@H](C1)O[Si](C)(C)C(C)(C)C)C(=O)O (2R,4S)-1-((benzyloxy)carbonyl)-4-((tert-Butyldimethylsilyl)oxy)pyrrolidine-2-carboxylic acid